(4-(4-methylpiperidin-1-yl)phenylamino)quinoxalin-2(1H)-one CC1CCN(CC1)C1=CC=C(C=C1)NN1C(C=NC2=CC=CC=C12)=O